monoethanolamine phosphate monopotassium salt [K+].P(=O)([O-])(O)O.C(O)CN